biphenyl-4,4'-diyl bis[bis(2,4-di-t-butylphenyl) phosphonite] C(C)(C)(C)C1=C(C=CC(=C1)C(C)(C)C)P(OC1=CC=C(C=C1)C1=CC=C(C=C1)OP([O-])(C1=C(C=C(C=C1)C(C)(C)C)C(C)(C)C)C1=C(C=C(C=C1)C(C)(C)C)C(C)(C)C)([O-])C1=C(C=C(C=C1)C(C)(C)C)C(C)(C)C